Benzyl (6R)-6-{[2-(3-fluorophenyl)pyrido[2,3-e][1,2,4]triazolo[1,5-c]pyrimidin-5-yl]amino}-5-oxo-1,4-diazepane-1-carboxylate FC=1C=C(C=CC1)C1=NN2C(=NC3=C(C2=N1)N=CC=C3)N[C@H]3C(NCCN(C3)C(=O)OCC3=CC=CC=C3)=O